O=C1N(C(C2=CC=CC=C12)=O)OCCOC1=CC=C(C=C1)C1=NC2=C(CN(CC2)C(=O)OC(C)(C)C)N1C(=O)OC(C)(C)C di-tert-butyl 2-(4-(2-((1,3-dioxoisoindolin-2-yl) oxy) ethoxy) phenyl)-6,7-dihydro-3H-imidazo[4,5-c]pyridine-3,5(4H)-dicarboxylate